(S)-N-(6-(1-methyl-1H-1,2,3-triazol-4-yl)isoquinolin-3-yl)-2-morpholinylpropanamide CN1N=NC(=C1)C=1C=C2C=C(N=CC2=CC1)NC([C@H](C)N1CCOCC1)=O